ONC(=O)C=1C=NC(=NC1)NC(C)(C)C1=CC=2N=C(N=C(C2S1)N1CCOCC1)C=1C=NC(=CC1)OC N-Hydroxy-2-(2-(2-(6-methoxypyridin-3-yl)-4-morpholinothieno[3,2-d]pyrimidin-6-yl)propan-2-ylamino)pyrimidine-5-carboxamide